(S)-3-((S)-2-amino-3-oxo-4-(trifluoromethoxy)butyl)pyrrolidin-2-one hydrochloride Cl.N[C@@H](C[C@H]1C(NCC1)=O)C(COC(F)(F)F)=O